ClCC Monochloroethan